(R)-5-(1-(3,5-dichloropyridin-4-yl)ethoxy)-N-(1-(2-hydroxy-2-methylpropyl)-1H-pyrazol-4-yl)-1H-indazole-3-carboxamide ClC=1C=NC=C(C1[C@@H](C)OC=1C=C2C(=NNC2=CC1)C(=O)NC=1C=NN(C1)CC(C)(C)O)Cl